C(#N)/C(=C(\C)/C1=CC2=CC=C(C=C2C=C1)N1CCCCC1)/S(=O)(=O)NCC(CO)O (Z)-1-cyano-N-(2,3-dihydroxypropyl)-2-(6-(piperidin-1-yl)naphthalen-2-yl)prop-1-ene-1-sulfonamide